tert-butyl (2R,5S)-4-(2-(chloromethyl)-6-fluoro-3,4-dimethyl-5-oxo-4,5-dihydro-3H-imidazo[4,5-b]pyridin-7-yl)-2,5-dimethylpiperazine-1-carboxylate ClCC1=NC2=C(N(C(C(=C2N2C[C@H](N(C[C@@H]2C)C(=O)OC(C)(C)C)C)F)=O)C)N1C